COC=1C=C(N=NC1C1CCN(CC1)C(=O)C1=NC=C(C=C1)OC1=CC=C(C=C1)C(F)(F)F)N 5-Methoxy-6-(1-{5-[4-(trifluoromethyl)phenoxy]pyridine-2-carbonyl}piperidin-4-yl)pyridazin-3-amine